FC(=C1CCN(CC1)C([C@@H]([C@@H](C)C1=CC(=C(C=C1)[N+](=O)[O-])F)NC(CC)=O)=O)F N-((2R,3S)-1-(4-(difluoromethylene)piperidin-1-yl)-3-(3-fluoro-4-nitrophenyl)-1-oxobutan-2-yl)propionamide